3,6-Bis(5-bromo-2-pyridinyl)-2,5-dihydro-2,5-bis(2-octyldodecyl)pyrrolo[3,4-c]pyrrole-1,4-dione BrC=1C=CC(=NC1)C=1N(C(C2=C(N(C(C21)=O)CC(CCCCCCCCCC)CCCCCCCC)C2=NC=C(C=C2)Br)=O)CC(CCCCCCCCCC)CCCCCCCC